allyl chloride C(C=C)Cl